5-bromo-N-(2,2,2-trifluoroethyl)pyridin-2-amine BrC=1C=CC(=NC1)NCC(F)(F)F